2-(((tert-butoxycarbonyl)amino)methyl)-5-chloro-1H-indol-6-yl trifluoromethanesulfonate FC(S(=O)(=O)OC1=C(C=C2C=C(NC2=C1)CNC(=O)OC(C)(C)C)Cl)(F)F